4-(5-(4,4-difluoropiperidine-1-carbonyl)-1H-benzo[d]imidazol-1-yl)benzoic acid FC1(CCN(CC1)C(=O)C1=CC2=C(N(C=N2)C2=CC=C(C(=O)O)C=C2)C=C1)F